(5-(4-(benzo[d]thiazol-5-ylamino)-7-fluoroquinolin-6-yl)pyridin-2-yl)(morpholino)methanone S1C=NC2=C1C=CC(=C2)NC2=CC=NC1=CC(=C(C=C21)C=2C=CC(=NC2)C(=O)N2CCOCC2)F